C1(CC1)C1=CC(=NN1)NC(C(C)C=1C=C(C=CC1)C1=CC(=C(C=C1)NC(C=C)=O)OC)=O N-(3'-(1-((5-Cyclopropyl-1H-pyrazol-3-yl)amino)-1-oxopropan-2-yl)-3-methoxy-[1,1'-biphenyl]-4-yl)acrylamid